CS(=S)OC methyl methylthiosulfinate